diphenyl[4-(phenylthio)phenyl]sulfonium phosphate P(=O)([O-])([O-])[O-].C1(=CC=CC=C1)[S+](C1=CC=C(C=C1)SC1=CC=CC=C1)C1=CC=CC=C1.C1(=CC=CC=C1)[S+](C1=CC=CC=C1)C1=CC=C(C=C1)SC1=CC=CC=C1.C1(=CC=CC=C1)[S+](C1=CC=CC=C1)C1=CC=C(C=C1)SC1=CC=CC=C1